tert-butyl (3-(5-fluoropyrimidin-2-yl)-2-(methoxy-d3)phenyl)carbamate FC=1C=NC(=NC1)C=1C(=C(C=CC1)NC(OC(C)(C)C)=O)OC([2H])([2H])[2H]